C(N)(OCCCC(C1=CC=CC=C1)([C@H](C)C1=CC(=C(C(=C1)OCC)CC)OCC)C(C)(C)C)=O tert-butyl[(1R)-1-(3,5-diethoxy-4-ethylphenyl)ethyl](4-phenylbutyl) carbamate